tetradecen-1-ol C=CCCCCCCCCCCCCO